C(C1=CC=CC=C1)N1C[C@@H](OCC1)CO (R)-4-benzyl-morpholine-2-methanol